[Na].S1N=NC=C1 Thiadiazole sodium